The molecule is dicarboxylate anion of 2-hydroxyadipic acid; major species at pH 7.3. It is a conjugate base of a 2-hydroxyadipic acid. C(CC(C(=O)[O-])O)CC(=O)[O-]